Cl.C1(CCC1)N1C(C(=CC2=C1N=C(N=C2)NC=2C=C1CCNCC1=CC2)C#N)=O 8-cyclobutyl-7-oxo-2-((1,2,3,4-tetrahydroisoquinolin-6-yl)amino)-7,8-dihydropyrido[2,3-d]pyrimidine-6-carbonitrile hydrochloride